COC([C@H](C)OC1=C(C=C(C=C1)C#N)C(CC)(F)F)=O.[N+](=O)([O-])C1=CC=C(S1)C1OC1 2-(5-nitrothiophen-2-yl)oxirane methyl-(2S)-2-[4-cyano-2-(1,1-difluoropropyl)phenoxy]propanoate